COCCCS(=O)(=O)CCNC 2-((3-methoxypropyl)sulfonyl)-N-methylethan-1-amine